CC=1OC(=CC1CN)C (2,5-dimethylfuran-3-yl)methylamine